C1=CC(=C[N+](=C1)[C@H]2[C@@H]([C@@H]([C@H](O2)COP(=O)([O-])OP(=O)([O-])OC[C@@H]3[C@H]([C@H]([C@@H](O3)N4C=NC5=C(N=CN=C54)N)OP(=O)([O-])[O-])O)O)O)C(=O)[O-] The molecule is an organophosphate oxoanion obtained by deprotonation of the phosphate, diphosphate and carboxy groups of nicotinic acid-adenine dinucleotide phosphate. It is a conjugate base of a nicotinic acid-adenine dinucleotide phosphate.